2-chloro-5-{[(2,2-dimethylpropionyl)amino]methyl}-N-[1-(4-methoxyphenyl)-1H-indazol-4-yl]benzamide ClC1=C(C(=O)NC2=C3C=NN(C3=CC=C2)C2=CC=C(C=C2)OC)C=C(C=C1)CNC(C(C)(C)C)=O